5H-THIAZOL-4-ONE S1C=NC(C1)=O